1-decyl-2,3-dimethylimidazole hydrobromide Br.C(CCCCCCCCC)N1C(N(C=C1)C)C